Ethyl 2-(3-oxopropyl)thiazole-4-carboxylate O=CCCC=1SC=C(N1)C(=O)OCC